C(C)(C)(C)OC(N(C(C)C)CCOC1=NC=C(C=C1I)Br)=O N-[2-[(5-bromo-3-iodopyridin-2-yl)oxy]ethyl]-N-isopropylcarbamic acid tert-butyl ester